(1R)-1-[3-benzyloxy-5-(1-methylpyrazol-4-yl)phenyl]ethylamine C(C1=CC=CC=C1)OC=1C=C(C=C(C1)C=1C=NN(C1)C)[C@@H](C)N